ethyl (E)-3-[3-[[6-(1H-pyrazol-5-yl)-3-pyridinyl]oxymethyl]phenyl]-2-propenoate N1N=CC=C1C1=CC=C(C=N1)OCC=1C=C(C=CC1)/C=C/C(=O)OCC